N(=[N+]=[N-])[C@@H]1CC[C@@H]2[C@H]1N(C=1C(=CC(=CC21)C(=O)OC)Br)C(C)C methyl (3R,3aR,8bS)-3-azido-5-bromo-4-isopropyl-1,2,3,3a,4,8b-hexahydrocyclopenta[b]indole-7-carboxylate